FC=1NC(=CN1)C(=O)OCC ethyl 2-fluoro-1H-imidazole-5-carboxylate